O1C2=C(C=C1)C=CC1=CC(=CC=C12)O naphtho[1,2-b]furan-7-ol